O1C(=NN=C1)C1=C2C=CC(NC2=CC=C1)=O 5-(1,3,4-oxadiazol-2-yl)-1H-quinolin-2-one